(E)-2-(3-methylstyryl)-9,10-anthraquinone CC=1C=C(/C=C/C2=CC=3C(C4=CC=CC=C4C(C3C=C2)=O)=O)C=CC1